C1(CCCCC1)CN1C(C(=CC=C1)C=1C=C2C=CN(C2=CC1)CNC1C(NCC1)=O)C(=O)N 1-(cyclohexylmethyl)-3-(((2-oxopyrrolidin-3-yl)aminomethyl)-1H-indol-5-yl)picolinamide